COC(C1=C(C=C(C(=C1)[N+](=O)[O-])NC(C(=O)OC)C)Br)=O 2-bromo-4-((1-methoxy-1-oxopropan-2-yl)amino)-5-nitrobenzoic acid methyl ester